calcium-nickel silicate [Si]([O-])([O-])([O-])[O-].[Ni+2].[Ca+2]